bis[3,5-bis(trifluoromethyl)phenyl]({2',4',6'-triisopropyl-4,6-dimethoxy-[1,1'-biphenyl]-2-yl})phosphane FC(C=1C=C(C=C(C1)C(F)(F)F)P(C1=C(C(=CC(=C1)OC)OC)C1=C(C=C(C=C1C(C)C)C(C)C)C(C)C)C1=CC(=CC(=C1)C(F)(F)F)C(F)(F)F)(F)F